C(CCCCCCCCCCCCCCC)[NH2+]C(C1=C(C(=CC=C1)C)C)(C)C cetyl-tetramethyl-benzyl-ammonium